rac-N-{4-chloro-5-[(3-cyclopropyl-1,2,4-oxadiazol-5-yl)carbonyl]-1,3-thiazol-2-yl}-N-(4-fluorophenyl)alanine ethyl ester C(C)OC([C@@H](N(C1=CC=C(C=C1)F)C=1SC(=C(N1)Cl)C(=O)C1=NC(=NO1)C1CC1)C)=O |r|